Cl.Cl.CN1C2=C(OCC1)C=C(C=C2)NC(CNC)=O N-(4-methyl-3,4-dihydro-2H-benzo[b][1,4]oxazin-7-yl)-2-(methylamino)acetamide di-hydrochloride